8-(morpholin-4-yl)imidazo[1,2-a]pyridin N1(CCOCC1)C=1C=2N(C=CC1)C=CN2